9-benzyl-9-azabicyclo[3.3.1]nonane-3-carboxylic acid hydrochloride Cl.C(C1=CC=CC=C1)N1C2CC(CC1CCC2)C(=O)O